5-((morpholino)methyl)-2-thiopheneboronic acid pinacol ester O1CCN(CC1)CC1=CC=C(S1)B1OC(C)(C)C(C)(C)O1